COCC=1C=CC=2N(C(N=CC2N1)=O)C 6-(methoxymethyl)-1-methylpyrido[3,2-d]Pyrimidin-2(1H)-one